C(C)(C)OC([C@H](C)N=P(=O)OC1=C(C=CC=C1)OC[C@H]1O[C@H](C([C@H]1OC(C)=O)(C)F)N1C(NC(C=C1)=O)=O)=O (2S)-isopropyl-2-((((2R,3S,5R)-3-acetoxy-5-(2,4-dioxo-3,4-dihydropyrimidin-1(2H)-yl)-4-fluoro-4-methyltetrahydrofuran-2-yl)methoxy) (phenoxy)phosphorylamino)propanoate